ClC1=C(CN2CCCC23CCN(CC3)C(=O)OC(C(F)(F)F)C(F)(F)F)C=CC=C1N1CCN(CC1)C1CC1 1,1,1,3,3,3-hexafluoropropan-2-yl 1-(2-chloro-3-(4-cyclopropylpiperazin-1-yl) benzyl)-1,8-diazaspiro[4.5]decane-8-carboxylate